4,5-pentanediol dimethacrylate C(C(=C)C)(=O)OC(CCC)COC(C(=C)C)=O